BrC1=CC(=NC=C1)NC(=O)C1CO1 N-(4-bromopyridin-2-yl)oxirane-3-carboxamide